N1(CC=CC=C1)C(=O)OC(C)(C)C Tert-butyl pyridine-1-carboxylate